C(C)N1N=C2N=C(C=NC2=C1)N[C@@H](C)C=1C=C(C=CC1)NC(C1=CC(=C(C=C1)CN1C[C@H](CC1)O)C)=O N-(3-((S)-1-((2-ethyl-2H-pyrazolo[3,4-b]pyrazin-6-yl)amino)ethyl)phenyl)-4-(((S)-3-hydroxypyrrolidin-1-yl)methyl)-3-methylbenzamide